N1C(NC(C1)=O)=O C2,4-Imidazolidinedione